5-(4-amino-5-(trifluoromethyl)pyrrolo[2,1-f][1,2,4]triazin-7-yl)-N-(4-fluoro-1-(3-fluorocyclobutane-1-carbonyl)pyrrolidin-3-yl)-2-methoxynicotinamide NC1=NC=NN2C1=C(C=C2C=2C=NC(=C(C(=O)NC1CN(CC1F)C(=O)C1CC(C1)F)C2)OC)C(F)(F)F